BrC=1C(=C(N(C1C)C)C(=O)NC)C 4-bromo-N,1,3,5-tetramethyl-pyrrole-2-carboxamide